[F-].C(CC)[NH+]1CCC(CC1)CCCC 1-propyl-4-butylpiperidinium fluoride salt